N[C@@H](C1=CC(=CS1)C(N)=N)C1CC1 (R)-5-(amino(cyclopropyl)methyl)thiophene-3-carboximidamide